ClC1=C2N(C(C(=C1)NC1=NC=NC=C1)=O)C1(CCN(CC1)CCO)NC2=O 8-chloro-1'-(2-hydroxyethyl)-6-(pyrimidin-4-ylamino)-2H-spiro[imidazo[1,5-a]pyridine-3,4'-piperidine]-1,5-dione